ethyl 2-(6-{[3-(2,3-dichloro-6-fluorophenyl)-1-(prop-2-enoyl)azetidin-3-yl]amino}-3-(trifluoromethyl)indazol-2-yl)acetate ClC1=C(C(=CC=C1Cl)F)C1(CN(C1)C(C=C)=O)NC=1C=CC2=C(N(N=C2C1)CC(=O)OCC)C(F)(F)F